tert-butyl 7-(1-((2,7-dimethylimidazo[1,2-a]pyrimidin-6-yl)carbamoyl)-2,3-dihydro-1H-pyrrolo[2,3-b]pyridin-4-yl)-4,7-diazaspiro[2.5]octane-4-carboxylate CC=1N=C2N(C=C(C(=N2)C)NC(=O)N2CCC=3C2=NC=CC3N3CCN(C2(CC2)C3)C(=O)OC(C)(C)C)C1